C(C=C)(=O)OC1=C(C2=CC=CC=C2C=C1)C(=O)[O-] acryloyloxynaphthalate